8-(2,6-dimethylpyridin-4-yl)-2-(2-methoxyethyl)-5,5-dimethyl-2,3,4,5-tetrahydro-1H-benzo[c]azepine CC1=NC(=CC(=C1)C=1C=CC2=C(CN(CCC2(C)C)CCOC)C1)C